ClC=1C=NC(=NC1)CC=1C(=NC(=NC1)C=O)C1=CC(=C(C=C1)F)F 5-[(5-chloropyrimidin-2-yl)methyl]-4-(3,4-difluorophenyl)-pyrimidine-2-carbaldehyde